ClC=1C=CC(N(C1)CC1=CC=C(CNC=2C=C(N=NC2)NC(=O)[C@@H]2[C@H](C2)C2=CC(=CC=C2)Cl)C=C1)=O |r| rac-(1S*,2S*)-N-(5-((4-((5-chloro-2-oxopyridin-1(2H)-yl)methyl)benzyl)amino)pyridazin-3-yl)-2-(3-chlorophenyl)cyclopropane-1-carboxamide